(S)-N-(7-(3-hydroxy-3-methylbut-1-yn-1-yl)-5-methyl-4-oxo-2,3,4,5-tetrahydrobenzo[b][1,4]oxazepin-3-yl)-4-((6-methylpyridin-3-yl)methyl)picolineamide OC(C#CC1=CC2=C(OC[C@@H](C(N2C)=O)NC(C2=NC=CC(=C2)CC=2C=NC(=CC2)C)=O)C=C1)(C)C